N-(5,6-difluoro-1H-indol-3-yl)-6-phenyl-3,4-dihydroisoquinoline-2(1H)-carboxamide FC=1C=C2C(=CNC2=CC1F)NC(=O)N1CC2=CC=C(C=C2CC1)C1=CC=CC=C1